C(C)(C)(C)OC(=O)N[C@H](C(=O)C1C(C2=CC=C(C=C2C1=O)C(=O)C=1C=C2C(C(C(C2=CC1)=O)C([C@H](C)NC(OC(C)(C)C)=O)=O)=O)=O)C tert-butyl N-[(2S)-1-(5-{2-[(2S)-2-{[(tert-butoxy)carbonyl]amino}propanoyl]-1,3-dioxo-2,3-dihydro-1H-indene-5-carbonyl}-1,3-dioxo-2,3-dihydro-1H-inden-2-yl)-1-oxopropan-2-yl]carbamate